4-{1-[(tert-Butoxycarbonyl)amino]-2-methoxy-2-oxoethyl}-1H-imidazole-1-carboxylic acid tert-butyl ester C(C)(C)(C)OC(=O)N1C=NC(=C1)C(C(=O)OC)NC(=O)OC(C)(C)C